FC1CN(C1)CCC=1C(=NC(N(C1)[C@H](C(=O)OC)CC(C)C)=O)C(C)C (S)-methyl 2-(5-(2-(3-fluoroazetidin-1-yl) ethyl)-4-isopropyl-2-oxopyrimidin-1(2H)-yl)-4-methylpentanoate